2-Bromoisobutyric anhydrid BrC(C(=O)OC(C(C)(C)Br)=O)(C)C